NC1=NC(=CC(=N1)N1[C@@H](COCCC1)C1=C(C=C(C=C1)NS(=O)(=O)C)Cl)C |r| (+/-)-N-[4-[4-(2-amino-6-methyl-pyrimidin-4-yl)-1,4-oxazepan-3-yl]-3-chloro-phenyl]methanesulfonamide